Tetramethyl-ammonium bis(trifluoromethanesulfonyl)imide [N-](S(=O)(=O)C(F)(F)F)S(=O)(=O)C(F)(F)F.C[N+](C)(C)C